(E)-N-Ethyl-N-(2-chlorophenyl)-2-butenamide C(C)N(C(\C=C\C)=O)C1=C(C=CC=C1)Cl